1-(4-fluoro-2,6-dimethylphenyl)ethan-1-ol methyl-2-(7-bromo-1,1,3-trioxo-4H-1lambda6,2,4-benzothiadiazin-2-yl)acetate CC(C(=O)OC(C)C1=C(C=C(C=C1C)F)C)N1S(C2=C(NC1=O)C=CC(=C2)Br)(=O)=O